C(C1=CC=CC=C1)OC1=C(C(=NC(=C1)C1=C(C=C(C(=C1)Cl)C(C)(C)C)C)C)[C@H]1CNC(O1)=O |o1:27| rel-(S)-5-[4-benzyloxy-6-(4-tert-butyl-5-chloro-2-methyl-phenyl)-2-methyl-3-pyridyl]oxazolidin-2-one